COCCOCCOCCN 2-(2,5-dioxahept-7-yloxy)ethan-1-amine